C1(CC1)C=O Cyclopropancarboxaldehyd